tert-butyl N-[1-methyl-2-[3-(4,4,5,5-tetramethyl-1,3,2-dioxaborolan-2-yl)pyrazol-1-yl]ethyl]carbamate CC(CN1N=C(C=C1)B1OC(C(O1)(C)C)(C)C)NC(OC(C)(C)C)=O